[4-(1H-1,2,4-triazol-1-yl)phenoxy]piperidine N1(N=CN=C1)C1=CC=C(ON2CCCCC2)C=C1